N-((1-((5-Chloro-1-methyl-3-(5-methylisoxazol-3-yl)-1H-pyrazol-4-yl)methyl)pyrrolidin-3-yl)methyl)-N-isobutyl-2-methylpropan-1-amine ClC1=C(C(=NN1C)C1=NOC(=C1)C)CN1CC(CC1)CN(CC(C)C)CC(C)C